ClC1=C(C=CC=C1)C1(CC1)C1=NOC(=N1)CC(C(=O)O)=C ((3-(1-(2-chlorophenyl)cyclopropyl)-1,2,4-oxadiazol-5-yl)methyl)acrylic acid